BrC1=CC=C(/C=C/C(=O)O)C=C1 (E)-4-bromocinnamic acid